N-{3,4-dimethoxy-5-[(1H-pyrazol-1-yl)methyl]benzene-1-sulfonyl}-6-(dimethylamino)-1-benzofuran-2-carboxamide COC=1C=C(C=C(C1OC)CN1N=CC=C1)S(=O)(=O)NC(=O)C=1OC2=C(C1)C=CC(=C2)N(C)C